OC[C@H](C(C)(C)C)NC(=O)C1=C2C=C3C(C2NN1)C3 tetrahydro-1H-2,3-diaza-cyclopropa[a]pentalene-4-carboxylic acid ((S)-1-hydroxymethyl-2,2-dimethyl-propyl)-amide